C1(CCCCC1)N1N=C(C=C1C(=O)O)C(=O)OCC 1-cyclohexyl-3-(ethoxycarbonyl)-1H-pyrazole-5-carboxylic acid